C(C1=CC=CC=C1)OC1=CC=CC=2C(=C(OC21)C2=NC1=C(C=CC(=C1C=C2)C)C)C 2-[7-(Benzyloxy)-3-methyl-1-benzofuran-2-yl]-5,8-dimethylquinoline